2-[5-[1-[3-(2-oxo-3,4-dihydroquinolin-1-yl)propyl]-4-piperidyl]pentyl]isoxazolidin-3-one O=C1N(C2=CC=CC=C2CC1)CCCN1CCC(CC1)CCCCCN1OCCC1=O